O=C1NC(CCC1N1C(C2=CC=C(C=C2C1=O)N1CCC(CC1)CCCN1CCN(CC1)C1=CC=C(C=C1)\C(=C(\CC)/C1=CC=CC=C1)\C1=CC=C(C=C1)B(O)O)=O)=O (Z)-(4-(1-(4-(4-(3-(1-(2-(2,6-dioxopiperidin-3-yl)-1,3-dioxoisoindolin-5-yl)piperidin-4-yl)propyl)piperazin-1-yl)phenyl)-2-phenylbut-1-en-1-yl)phenyl)boronic acid